dimethyl 1H-imidazole-4,5-dicarboxylate N1C=NC(=C1C(=O)OC)C(=O)OC